C(C)(C)N1C(CNC=2C1=NC(=CN2)C=2C=NC(=CC2C)C2=NNC=N2)=O 1-isopropyl-7-(4-methyl-6-(1H-1,2,4-triazol-3-yl)pyridin-3-yl)-3,4-dihydropyrazino[2,3-b]pyrazin-2(1H)-one